6-[5-(trifluoromethyl)pyrazin-2-yl]oxy-2-azaspiro[3.4]octane FC(C=1N=CC(=NC1)OC1CC2(CNC2)CC1)(F)F